The molecule is an optically active form of N-ethylasparagine having L-configuration. It is a N-ethylasparagine, a L-asparagine derivative and a non-proteinogenic L-alpha-amino acid. CCN[C@@H](CC(=O)N)C(=O)O